ClC=1C(=CC=C2C=CC=C(C12)C1=NC=C2C(=C(C=NC2=C1F)C#N)N1CCN(CC1)C(=O)OC(C)(C)C)F tert-butyl 4-(7-(8-chloro-7-fluoronaphthalen-1-yl)-3-cyano-8-fluoro-1,6-naphthyridin-4-yl)piperazine-1-carboxylate